COC1(CC(C1)C#CC1=CN=C(C2=CC(=C(C=C12)C(=O)N)OC(C)C)OC[C@H]1NC(CC1)=O)OC (S)-4-((3,3-dimethoxycyclobutyl)ethynyl)-7-isopropoxy-1-((5-oxopyrrolidin-2-yl)methoxy)isoquinoline-6-carboxamide